C(C(C)(C)C)C1CCC(N1)C(=O)O 5-neopentylpyrrolidine-2-carboxylic acid